C(C)(=O)N1C[C@@H](N(CC1)C1=NC(=NC2=CC=C(C=C12)C=1C=CC(N(C1)C)=O)C=1C=NN(C1)CC(C)(C)O)C1=CC=CC=C1 (S)-5-(4-(4-acetyl-2-phenylpiperazin-1-yl)-2-(1-(2-hydroxy-2-methylpropyl)-1H-pyrazol-4-yl)quinazolin-6-yl)-1-methylpyridin-2(1H)-one